NCC(C(C)(C1=CC(=CC=C1)CCC(=O)OCC)C1=CN=C(N1)C=1C=C(OC=2C(=C3C=CNC3=CC2F)CCCOCCC(=O)O)C=CC1F)O 3-(3-(5-(3-(5-(4-amino-2-(3-(3-ethoxy-3-oxopropyl)phenyl)-3-hydroxybutan-2-yl)-1H-imidazol-2-yl)-4-fluorophenoxy)-6-fluoro-1H-indol-4-yl)propoxy)propanoic acid